5-Butylsulfonyl-2-(2-hydroxy-3,5-di-tert-butylphenyl)-2H-benzotriazole C(CCC)S(=O)(=O)C1=CC=2C(=NN(N2)C2=C(C(=CC(=C2)C(C)(C)C)C(C)(C)C)O)C=C1